2-keto glutarate C1(CCCC(=O)OOO1)=O